4-[5-(3,5-dichlorophenyl)-4,5-dihydro-5-(trifluoromethyl)-3-isoxazolyl]-N-[(methoxyamino)methylene]-2-methylbenzamide ClC=1C=C(C=C(C1)Cl)C1(CC(=NO1)C1=CC(=C(C(=O)N=CNOC)C=C1)C)C(F)(F)F